O=C1N(CCC(N1)=O)C=1C=C(C(=O)N2CCC3(CCN(CC3)CC=O)CC2)C=CC1OC 2-(9-(3-(2,4-Dioxotetrahydropyrimidin-1(2H)-yl)-4-methoxybenzoyl)-3,9-diazaspiro[5.5]undec-3-yl)acetaldehyde